OCCCCCCCCCCCCCCCCCCCCCC(=O)O 22-hydroxydocosanoic acid